FC(C1=NC=CC=C1N1C[C@H](CC1)CN1[C@@H]([C@H]([C@@H]([C@H](C1)OCC1=CC=CC=C1)OCC1=CC=CC=C1)OCC1=CC=CC=C1)C)(F)F 2-(trifluoromethyl)-3-((R)-3-(((2R,3R,4R,5S)-3,4,5-tris(benzyloxy)-2-methylpiperidin-1-yl)methyl)pyrrolidin-1-yl)pyridine